FC=1C=C(C=C(C1)F)C1=CC(=CC=C1)C[C@@H]1N(CC[C@@H]1NS(=O)(=O)CF)C(C(C)(C)O)=O N-((2S,3S)-2-((3',5'-difluorobiphenyl-3-yl)methyl)-1-(2-hydroxy-2-methylpropanoyl)pyrrolidin-3-yl)-1-fluoromethanesulfonamide